N-[[1-(5-Chloro-1,3-benzoxazol-2-yl)-4-piperidyl]methyl]-2-(4-piperidyl)acetamide 2,2,2-trifluoroacetic acid salt FC(C(=O)O)(F)F.ClC=1C=CC2=C(N=C(O2)N2CCC(CC2)CNC(CC2CCNCC2)=O)C1